ClC=1C(=C(C=2C3=C(C=NC2C1)OCCN3)Cl)F 8,10-Dichloro-9-fluoro-2,3-dihydro-1H-[1,4]oxazino[2,3-c]quinoline